O=C(CN(CC(=O)OCC)C1=CC=CC=C1)C ethyl N-(2-oxopropyl)-N-phenylglycinate